COC(C(C(=O)OC)[C@@H](C[N+](=O)[O-])C1=CC=C(C=C1)SC)=O |o1:8| (R*)-2-[1-(4-(methylthio)phenyl)-2-nitroethyl]malonic acid dimethyl ester